C(C1=CC=CC=C1)N1C(C2=CC=CC=C2C1=O)CNC(=O)[C@H]1N(C[C@@H](C1)O)C([C@H](C(C)(C)C)N1N=NC(=C1)C1CC1)=O (2S,4R)-N-[(2-benzyl-3-oxo-isoindolin-1-yl)methyl]-1-[(2S)-2-(4-cyclopropyltriazol-1-yl)-3,3-dimethyl-butanoyl]-4-hydroxy-pyrrolidine-2-carboxamide